1-(3-(4-(5-methoxypyrimidin-2-yl)piperazin-1-carbonyl)-1H-pyrrol-1-yl)propan titanium [Ti].COC=1C=NC(=NC1)N1CCN(CC1)C(=O)C1=CN(C=C1)CCC